N-hexyl-N'-dodecylurea C(CCCCC)NC(=O)NCCCCCCCCCCCC